(1R)-1-(6-(benzenesulfonyl)-1-(pyrrolidine-3-yl)-1,6-dihydroimidazo[4,5-d]Pyrrolo[2,3-b]Pyridin-2-yl)ethanol C1(=CC=CC=C1)S(=O)(=O)N1C=CC=2C1=NC=C1C2N(C(=N1)[C@@H](C)O)C1CNCC1